(R or S)-3-((4-amino-7-(2-methoxy-3-(2-(methylamino)ethoxy)benzyl)imidazo[2,1-f][1,2,4]triazin-2-yl)oxy)hexan-1-ol NC1=NC(=NN2C1=NC=C2CC2=C(C(=CC=C2)OCCNC)OC)O[C@@H](CCO)CCC |o1:25|